C(C)(C)(C)OC(=O)N[C@H](C(=O)O)CC(=O)OC (S)-2-((tert-Butoxycarbonyl)amino)-4-methoxy-4-oxobutanoic acid